N-[3-(7-{[(3S,4R)-3-fluoro-1-methylpiperidin-4-yl]amino}-3-(2,2,2-trifluoroethyl)pyrazolo[1,5-a]pyridin-2-yl)prop-2-yn-1-yl]-1-(2-methylbutane-2-yl)-1H-pyrazole-4-carboxamide F[C@H]1CN(CC[C@H]1NC1=CC=CC=2N1N=C(C2CC(F)(F)F)C#CCNC(=O)C=2C=NN(C2)C(C)(CC)C)C